[5-(pyrimidin-2-yl)pyridin-3-yl]Methoxybenzamide N1=C(N=CC=C1)C=1C=C(C=NC1)COC1=C(C(=O)N)C=CC=C1